NC1CCC(CC1)NC1=NC2=CC(=C(C=C2C=N1)C1=CC(=C(C=C1)NS(=O)(=O)C1=C(C=CC=C1)Cl)F)C N-(4-(2-(((1r,4r)-4-aminocyclohexyl)amino)-7-methylquinazolin-6-yl)-2-fluoro-phenyl)-2-chloro-benzenesulfonamide